2-Isopropyl-5-methylcyclohexyl 4-(4-methoxyphenyl)-4-oxobutanoate COC1=CC=C(C=C1)C(CCC(=O)OC1C(CCC(C1)C)C(C)C)=O